citric acid dipotassium salt [K+].[K+].C(CC(O)(C(=O)O)CC(=O)[O-])(=O)[O-]